[Sb]=[Te].[Sb]=[Te].[Te] diantimony tritelluride